BrC=1C=2N(C(=NC1C1=CC=CC=C1)N)C=NN2 8-bromo-7-phenyl-[1,2,4]triazolo[4,3-c]pyrimidin-5-amine